4-chloro-6-ethoxy-2-(2-pyridyl)-5-trifluoromethylpyrimidine ClC1=NC(=NC(=C1C(F)(F)F)OCC)C1=NC=CC=C1